(1-(4-cyano-6-fluoro-3-methyl-2-(tetrahydro-2H-pyran-4-yl)quinolin-8-yl)ethyl)-2-methylpropane-2-sulfinamide C(#N)C1=C(C(=NC2=C(C=C(C=C12)F)C(C)CC(C)(S(=O)N)C)C1CCOCC1)C